C1CCN(CC1)CCCOC2=CC=C(C=C2)CN3CCCCC3 1-[3-[4-(1-Piperidinylmethyl)phenoxy]propyl]piperidine hydrochloride